BrC=1C=C2C(=C(C=NC2=CC1)C1=CC(=CC(=C1)F)F)N1CCC(CC1)N 1-(6-bromo-3-(3,5-difluorophenyl)quinolin-4-yl)piperidin-4-amine